C(C)OC(=O)C=1N(C=C(C1)S(=O)(=O)Cl)C 4-(Chlorosulfonyl)-1-methyl-1H-pyrrole-2-carboxylic acid ethyl ester